(4-(1-(5-(5-((5,6-difluoro-2,3-dihydro-1H-inden-2-yl)amino)pyrazin-2-yl)-1,3,4-oxadiazol-2-yl)azetidin-3-yl)-1H-1,2,3-triazol-1-yl)methyl pivalate C(C(C)(C)C)(=O)OCN1N=NC(=C1)C1CN(C1)C=1OC(=NN1)C1=NC=C(N=C1)NC1CC2=CC(=C(C=C2C1)F)F